5-hydroxy-1,3-oxathiolane OC1CSCO1